C1(=CC(=CC=C1)NC(CC=1C=NC=CC1)=O)C1=CC=CC=C1 N-([1,1'-biphenyl]-3-yl)-2-(pyridin-3-yl)acetamide